NC=1C(NC2=C(N=CC(=C2C1C1=C2C=NNC2=C(C=C1)F)C)C)=O 3-Amino-4-(7-fluoro-1H-indazol-4-yl)-5,8-dimethyl-1H-1,7-naphthyridin-2-one